C(C)(C)(C)OC(N[C@H]1CCC[C@@H]2N(C1=O)[C@@H](CC2)C(=O)N2C1(CC1)[C@H]([C@@H](C2)C=2C=NC=C(C2)OC)C#N)=O trans-((3s,6s,9as)-3-(7-cyano-6-(5-methoxypyridin-3-yl)-4-azaspiro[2.4]heptane-4-carbonyl)-5-oxooctahydro-1H-pyrrolo[1,2-a]azepin-6-yl)carbamic acid tert-butyl ester